1-(4Z,7Z,10Z,13Z,16Z,19Z-docosahexaenoyl)-2-heptadecanoyl-glycero-3-phospho-(1'-sn-glycerol) CCCCCCCCCCCCCCCCC(=O)O[C@H](COC(=O)CC/C=C\C/C=C\C/C=C\C/C=C\C/C=C\C/C=C\CC)COP(=O)(O)OC[C@H](CO)O